N,N'-bis(3-aminopropyl)-1,4-diamino-butane NCCCNCCCCNCCCN